C[C@@H](C(=O)N[C@@H](C1CCCCC1)C(=O)N2CCC[C@H]2C(=O)N[C@@H](C(C3=CC=CC=C3)C4=CC=CC=C4)C(=O)NCCCCCCNC(=O)[C@H](C(C5=CC=CC=C5)C6=CC=CC=C6)NC(=O)[C@@H]7CCCN7C(=O)[C@H](C8CCCCC8)NC(=O)[C@H](C)NC)NC The molecule is a polyamide consisting of hexane-1,6-diamine having a 1-{(2S)-2-cyclohexyl-2-[(N-methyl-L-alanyl)amino]acetyl}-L-prolyl-beta-phenyl-L-phenylalanyl moiety attached to both nitrogens. It derives from a methyl 1-{(2S)-2-cyclohexyl-2-[(N-methyl-L-alanyl)amino]acetyl}-L-prolyl-beta-phenyl-L-phenylalaninate.